1-(cyclopropylmethyl)-5-(5-methyl-2-pyridyl)-4-oxopyridine-3-carboxylic acid C1(CC1)CN1C=C(C(C(=C1)C1=NC=C(C=C1)C)=O)C(=O)O